methyl (S)-2-amino-3-cyclohexylpropanoate hydrochloride Cl.N[C@H](C(=O)OC)CC1CCCCC1